2-Methyl-N-(1-(2-methyl-7-(1-methyl-1H-pyrazol-4-yl)quinolin-5-yl)cyclopropyl)-5-((1-methylazetidin-2-yl)methoxy)benzamide CC1=C(C(=O)NC2(CC2)C2=C3C=CC(=NC3=CC(=C2)C=2C=NN(C2)C)C)C=C(C=C1)OCC1N(CC1)C